5-(3-hydroxyprop-1-yn-1-yl)picolinic acid OCC#CC=1C=CC(=NC1)C(=O)O